N-((1S)-2,2-dicyclopropyl-1-(4-fluoro-5-((2-oxopyrrolidin-3-yl)methyl)-1H-benzo[d]imidazol-2-yl)ethyl)-1-ethyl-1H-pyrazole-5-carboxamide C1(CC1)C([C@@H](C1=NC2=C(N1)C=CC(=C2F)CC2C(NCC2)=O)NC(=O)C2=CC=NN2CC)C2CC2